Cl.C(=O)(OC(C)(C)C)N1C[C@@H](NCC1)C (3S)-1-BOC-3-methylpiperazine hydrochloride